N-(3-chloro-5-methylbenzyl)-2-(1H-indazol-3-yl)ethan-1-amine ClC=1C=C(CNCCC2=NNC3=CC=CC=C23)C=C(C1)C